(R)-2-hydroxy-3-methylbutyric acid methyl ester COC([C@@H](C(C)C)O)=O